C(C)(C)(C)OC(NC1=CC(=NC=2N1N=C(C2I)C)C)=O (3-iodo-2,5-dimethylpyrazolo[1,5-a]pyrimidin-7-yl)carbamic acid tert-butyl ester